2-(tert-butyl)-N-(2-methyl-4-(2-(methylamino)pyrimidin-4-yl)benzyl)thiazole-5-carboxamide C(C)(C)(C)C=1SC(=CN1)C(=O)NCC1=C(C=C(C=C1)C1=NC(=NC=C1)NC)C